FC1=CC=C(C=C1)N1CC(CC1)N (4-fluorophenyl)pyrrolidin-3-amine